ClC=1C2=C(N(C(CC1C=O)=O)CC1=CC(=C(C=C1)C)F)C=C(C=C2)C#N 5-chloro-1-(3-fluoro-4-methylbenzyl)-4-formyl-2-oxo-2,3-dihydro-1H-benzo[b]azepine-8-carbonitrile